CN1N=CC(=C1)N\C(\C)=C\1/C(NC2=CN=C(C=C21)C=2C(=NC=CC2)C)=O (Z)-3-(1-((1-Methyl-1H-pyrazol-4-yl)amino)ethylidene)-5-(2-methylpyridin-3-yl)-1H-pyrrolo[2,3-c]pyridin-2(3H)-one